C(C(=C)C)(=O)OC12CC3(CC(C(C(C1)C3)=O)C2)O 3-hydroxy-6-oxo-1-adamantyl methacrylate